N[C@@H]1C[C@H](C1)C1(NC=C2C=C(N=C(C2=C1)NC(C)C)C(F)F)N 7-((trans)-3-aminocyclobutyl)-3-(difluoromethyl)-N1-isopropyl-2,6-naphthyridine-1,7-diamine